N-((1r,4r)-4-((2-(6-chloro-6'-cyano-2',4-difluoro-3'-(2-methoxyethoxy)-[1,1'-biphenyl]-3-yl)-2-phenylethyl)amino)cyclohexyl)acetamide ClC1=CC(=C(C=C1C1=C(C(=CC=C1C#N)OCCOC)F)C(CNC1CCC(CC1)NC(C)=O)C1=CC=CC=C1)F